C(C)(C)(C)C1=CC=C(C=C1)NC(C(C1=CC=C(C=C1)OC)N1C(C2(CC1)CNC(C2)=O)=O)=O N-(4-tert-butylphenyl)-2-(1,8-dioxo-2,7-diazaspiro[4.4]non-2-yl)-2-(4-methoxyphenyl)acetamide